4-(4-(4-(3,4-dichloroisothiazol-5-yl)thiazol-2-yl)piperidine-1-carbonyl)benzonitrile ClC1=NSC(=C1Cl)C=1N=C(SC1)C1CCN(CC1)C(=O)C1=CC=C(C#N)C=C1